5-cyclohexyl-1,3,5-trimethyl-2,4,6-trioxohexahydropyrimidine C1(CCCCC1)C1(C(N(C(N(C1=O)C)=O)C)=O)C